BrC1=C2C=C(N=CC2=C(C=C1)O[C@@H]1C[C@H](C1)O)Cl trans-3-((5-bromo-3-chloroisoquinolin-8-yl)oxy)cyclobutan-1-ol